5-(4-((2-chloropyrrolo[2,1-f][1,2,4]triazin-4-yl)amino)-1H-imidazol-1-yl)-2,3-dimethoxybenzamide ClC1=NN2C(C(=N1)NC=1N=CN(C1)C=1C=C(C(=C(C(=O)N)C1)OC)OC)=CC=C2